(R)-7-((3R,4S)-3-amino-4-fluoropyrrolidin-1-yl)-chroman N[C@@H]1CN(C[C@@H]1F)C1=CC=C2CCCOC2=C1